C(C)(C)(C)OC(=O)N[C@H](C(=O)O)CSC1=C(C(=C(C=C1)C(=O)OC)F)[N+](=O)[O-] (2R)-2-(tert-Butoxycarbonylamino)-3-(3-fluoro-4-methoxycarbonyl-2-nitro-phenyl)thio-propionic acid